5-benzyl-2-{3-[(2,4-dichlorophenoxy)methyl]benzamido}thiophene-3-carboxamide C(C1=CC=CC=C1)C1=CC(=C(S1)NC(C1=CC(=CC=C1)COC1=C(C=C(C=C1)Cl)Cl)=O)C(=O)N